C1(CC1)COC1=NC(=CC(=N1)N1CC2(C=3C=NC(=CC31)NC(C)=O)CC2)C N-(1'-(2-(cyclopropylmethoxy)-6-methylpyrimidin-4-yl)-1',2'-dihydrospiro[cyclopropane-1,3'-pyrrolo[3,2-c]pyridin]-6'-yl)acetamide